2-(4-isopropoxy-picolinoyl)-N-(4-pentylphenyl)-1,2,3,4-tetrahydro-isoquinoline-3-carboxamide C(C)(C)OC1=CC(=NC=C1)C(=O)N1CC2=CC=CC=C2CC1C(=O)NC1=CC=C(C=C1)CCCCC